(1R,5S,6r)-3-oxabicyclo[3.1.0]hexan-6-yl (8-amino-7-fluoro-6-(8-methyl-2,3-dihydro-1H-pyrido[2,3-b][1,4]oxazin-7-yl)isoquinolin-3-yl)carbamate NC=1C(=C(C=C2C=C(N=CC12)NC(OC1[C@@H]2COC[C@H]12)=O)C1=C(C2=C(OCCN2)N=C1)C)F